tert-Butyl 4-(3-cyano-6-(1-methyl-1H-pyrazol-4-yl)pyrazolo[1,5-a]pyridin-4-yl)piperazine-1-carboxylate C(#N)C=1C=NN2C1C(=CC(=C2)C=2C=NN(C2)C)N2CCN(CC2)C(=O)OC(C)(C)C